C(C)(=O)OC=C.C=C ethylene 1-vinyl acetate